(S)-6-(5-(8-(pyrrolidin-2-yl)isochroman-6-yl)-1H-pyrrolo[2,3-b]pyridin-3-yl)isobenzofuran-1(3H)-one N1[C@@H](CCC1)C=1C=C(C=C2CCOCC12)C=1C=C2C(=NC1)NC=C2C2=CC=C1COC(C1=C2)=O